CC(C)(C)C=1C=C(C=CC1)[I+]C1=CC(=CC=C1)C(C)(C)C bis[3-(1,1-dimethylethyl)phenyl]-iodonium